IC1=C(C=C(C(=C1)OC)I)OC 1,4-diiodo-2,5-Dimethoxybenzene